6-((1-(5-aminopentyl)-5-((4-methylpiperazin-1-yl)methyl)-1H-benzo[d]imidazol-2-yl)carbamoyl)picolinic acid NCCCCCN1C(=NC2=C1C=CC(=C2)CN2CCN(CC2)C)NC(=O)C2=CC=CC(=N2)C(=O)O